C1(=CC=CC=C1)P1(C(C(C1(C)C)C)(C)C)=O 1-phenyl-2,2,3,4,4-pentamethylphosphetane-1-oxide